(2-azidoethyl) alpha-d-arabinopyranoside O([C@@H]1[C@@H](O)[C@H](O)[C@H](O)CO1)CCN=[N+]=[N-]